FC(S(=O)(=O)OC1=CC2=C(C(=NS2(=O)=O)N(CC(C)C)/N=C/C2=CC(=C(C=C2)Cl)OC)C=C1)(F)F [3-[[(E)-(4-chloro-3-methoxy-phenyl)methyleneamino]-isobutyl-amino]-1,1-dioxo-1,2-benzothiazol-6-yl] trifluoromethanesulfonate